methyl-8-[2-(l-1-{[4-(dimethylamino)butanoyl]oxy}nonadecyl)cyclopropyl]octanoate COC(CCCCCCCC1C(C1)C(CCCCCCCCCCCCCCCCCC)OC(CCCN(C)C)=O)=O